4-((3-chloro-4-(piperidin-4-yloxy)phenyl)amino)-7-fluoro-1H-indole-2-carboxylic acid ClC=1C=C(C=CC1OC1CCNCC1)NC1=C2C=C(NC2=C(C=C1)F)C(=O)O